BrC1=C(C=C(C(=C1)O)Br)O 2,5-Dibromobenzene-1,4-diol